ClC1=CC(=C(C=C1)C1=NC(=C2C(=N1)N(N=C2)C2=CC=C(C=C2)F)NC(=O)C=2SC(=CC2)[N+](=O)[O-])OCCOCCOCC N-(6-(4-chloro-2-(2-(2-ethoxyethoxy)ethoxy)phenyl)-1-(4-fluorophenyl)-1H-pyrazolo[3,4-d]pyrimidin-4-yl)-5-nitrothiophene-2-carboxamide